CN1N=C(C=C1C)NC1=NC=C(C(=N1)C1=CNC2=C(C=CC=C12)N1C(C2=CC=CC(=C2C1)C=1SC(=CC1)C)=O)C 2-(3-(2-((1,5-dimethyl-1H-pyrazol-3-yl)amino)-5-methylpyrimidin-4-yl)-1H-indol-7-yl)-4-(5-methylthiophen-2-yl)isoindolin-1-one